(5-(1-(4-fluoro-2-methylphenyl)-4-oxo-6-(trifluoromethyl)-1,4-dihydroquinazolin-3(2H)-yl)-4-methylpyridin-2-yl)carbamic acid tert-butyl ester C(C)(C)(C)OC(NC1=NC=C(C(=C1)C)N1CN(C2=CC=C(C=C2C1=O)C(F)(F)F)C1=C(C=C(C=C1)F)C)=O